F[C@@H]1C[C@@]2(CCCN2C1)COC1=NC(=C2N(C=NC2=N1)C1CCOCC1)N1CC2CCC(C1)N2C(=O)OC(C)(C)C tert-butyl 3-[2-{[(2R,7aS)-2-fluorotetrahydro-1H-pyrrolizin-7a(5H)-yl]methoxy}-7-(tetrahydro-2H-pyran-4-yl)-7H-purin-6-yl]-3,8-diazabicyclo[3.2.1]octane-8-carboxylate